3-((5-(N-(5-((tert-butoxycarbonyl)amino)pentyl)sulfamoyl)-2-methylphenyl)amino)propanoic acid C(C)(C)(C)OC(=O)NCCCCCNS(=O)(=O)C=1C=CC(=C(C1)NCCC(=O)O)C